ClC=1C(=CC(=NC1)OC)C1=CC(=NN1)C(=O)N1CCC(CC1)C(=O)NCC1OCOCC1 1-[5-(5-chloro-2-methoxypyridin-4-yl)-1H-pyrazole-3-carbonyl]-N-[(1,3-dioxan-4-yl)methyl]piperidine-4-carboxamide